C(C)(C)C=1C=CC=2C3=C(C(N(C2C1)C=1C(=NC=CC1)C)=O)N=C(N3C)CC3=CC=C(C=C3)OC 7-isopropyl-2-(4-methoxybenzyl)-1-methyl-5-(2-methylpyridin-3-yl)-1,5-dihydro-4H-imidazo[4,5-c]quinolin-4-one